C(C(C)C)(=O)N1[C@H]([C@H](CC1)NS(=O)(=O)C)CC=1C(=C(C=CC1)C1=CC(=CC(=C1)F)F)F N-((2S,3S)-1-isobutyryl-2-((2,3',5'-trifluorobiphenyl-3-yl)methyl)pyrrolidin-3-yl)methanesulfonamide